BrC1=C(N=C2N(C1=O)C=CC=C2)N[C@H]2CN(C[C@H](C2)C2=CC=C(C=C2)OCCOCCOCCO)C 3-Bromo-2-[[(3R,5R)-5-[4-[2-[2-(2-hydroxyethoxy)ethoxy]ethoxy]phenyl]-1-methyl-3-piperidyl]amino]pyrido[1,2-a]pyrimidin-4-one